ClC1=CC=C(C(=C1)C1=CC=C(C=C1)C(F)(F)F)C(=O)NC[C@]1(NC(NC1=O)=O)C=1C=NN(C1C)C |r| rac-5-chloro-N-{[4-(1,5-dimethyl-1H-pyrazol-4-yl)-2,5-dioxoimidazolidin-4-yl]methyl}-4'-(trifluoromethyl)[biphenyl]-2-carboxamide